1-(2-(2,2-dimethyl-1,3-dioxolan-4-yl)ethyl)-4-(4,4,5,5-tetramethyl-1,3,2-dioxaborolan-2-yl)-1H-pyrazole CC1(OCC(O1)CCN1N=CC(=C1)B1OC(C(O1)(C)C)(C)C)C